N-((1r,4r)-4-((4-(8-Bromo-6-(trifluoromethyl)imidazo[1,2-a]pyridin-3-yl)-5-chloropyrimidin-2-yl)amino)cyclohexyl)methanesulfonamide BrC=1C=2N(C=C(C1)C(F)(F)F)C(=CN2)C2=NC(=NC=C2Cl)NC2CCC(CC2)NS(=O)(=O)C